CC=1NN(C2=NC(C(=CC21)CNCCS(=O)(=O)N2CCCC2)=O)C2=CC=CC=C2 3-methyl-1-phenyl-5-[(2-pyrrolidin-1-ylsulfonylethylamino)methyl]-2H-pyrazolo[3,4-b]pyridin-6-one